B(C1=CC(=C(C=C1)C(=O)NC(C)(C)C)Cl)(O)O 3-CHLORO-4-(N-TERT-BUTYLCARBAMOYL)PHENYLBORONIC ACID